C(C)OC(C1=CC=C(C=C1)CN1N=C(C=C1)S(N)(=O)=O)=O ethyl-4-((3-sulfamoyl-1H-pyrazol-1-yl)methyl)benzoate